N-[7-(2-methoxyphenyl)heptyl]propanamide COC1=C(C=CC=C1)CCCCCCCNC(CC)=O